C(=O)(O)CCC(CCC[C@H](N)C(=O)O)N epsilon-(carboxyethyl)-lysine